4-[[2-[2-(Benzofuran-5-yl)acetyl]-1-[[[1-[(2,4-dimethoxyphenyl)methylamino]-5-isoquinolyl]amino]methyl]-2-azabicyclo[2.1.1]hexan-4-yl]methoxy]-1-methylpyridin-2-one O1C=CC2=C1C=CC(=C2)CC(=O)N2C1(CC(C2)(C1)COC1=CC(N(C=C1)C)=O)CNC1=C2C=CN=C(C2=CC=C1)NCC1=C(C=C(C=C1)OC)OC